ClC1=C(C=CC=C1)C1=C(C(=CC=C1)NC(=O)[C@H]1N(C[C@@H](C1)F)C(CN1N=C(C=2C1=CN=C(C2)C=2C=NC=NC2)C(=O)N)=O)F 1-(2-((2S,4R)-2-(2'-chloro-2-fluorobiphenyl-3-ylcarbamoyl)-4-fluoropyrrolidin-1-yl)-2-oxoethyl)-5-(pyrimidin-5-yl)-1H-pyrazolo[3,4-c]pyridine-3-carboxamide